BrC=1N(C(=C(N1)C(=O)NS(=O)(=O)C1=C(C=CC(=C1)OC)Cl)Br)C1C(C1)C(F)(F)F 2,5-Dibromo-N-[(2-chloro-5-methoxyphenyl)sulfonyl]-1-[2-(trifluoromethyl)cyclopropyl]-1H-imidazol-4-carboxamid